L-phenylalanine methyl ester HCl salt Cl.COC([C@@H](N)CC1=CC=CC=C1)=O